N[C@H]1C2N(CC1CC2)C(=O)C=2C=CC=1N(C2)N=C(C1C)C=1N(C2=C(C=CC=C2C1)C1CCN(CC1)C(C)=O)CC1CC1 1-(4-(2-(6-((7R)-7-Amino-2-azabicyclo[2.2.1]heptane-2-carbonyl)-3-methylpyrazolo[1,5-a]pyridin-2-yl)-1-(cyclopropylmethyl)-1H-indol-7-yl)piperidin-1-yl)ethan-1-one